Oxaphospholane C1COPC1